2-(hydroxymethylene)-5-(3-chlorophenyl)cyclohexane-1,3-dione OC=C1C(CC(CC1=O)C1=CC(=CC=C1)Cl)=O